(S)-3-(3-chloro-4-fluorophenyl)-1-ethyl-1-((1-oxo-1,2-dihydroisoquinolin-4-yl)methyl)urea ClC=1C=C(C=CC1F)NC(N(CC1=CNC(C2=CC=CC=C12)=O)CC)=O